ClC1=CC(=C(OCC2=NC=CC(=C2)OC2CCN(CC2)CC2=NC3=C(N2C[C@H]2OCC2)C=C(C=C3)C(=O)O)C=C1)C#N 2-{[4-({2-[(4-chloro-2-cyanophenoxy)methyl]pyridin-4-yl}oxy)piperidin-1-yl]methyl}-1-{[(2S)-oxetan-2-yl]methyl}-1H-1,3-benzodiazole-6-carboxylic acid